(S)-3-methyl-heptanoic acid C[C@H](CC(=O)O)CCCC